2-acetamido-N-(3-(5-methoxybenzo[d]thiazol-2-yl)pyridin-4-yl)acetamide C(C)(=O)NCC(=O)NC1=C(C=NC=C1)C=1SC2=C(N1)C=C(C=C2)OC